ClC1=C(C=C(C(=C1)F)C1=C(C(=C(C=C1F)F)F)F)C(=O)OC(C)C isopropyl 4-chloro-2',3',4',6,6'-pentafluoro-[1,1'-biphenyl]-3-carboxylate